N1(CCCCC1)C(=O)C=1C=C2C(=NC1)N(C=C2)C2=CC=C(C=C2)C(C)=O 1-(4-(5-(piperidine-1-carbonyl)-1H-pyrrolo[2,3-b]pyridin-1-yl)phenyl)ethan-1-one